4-[1-(4-amino-5-methyl-7H-pyrrolo[2,3-d]pyrimidin-7-yl)ethyl]-6-chloro-3-ethoxy-2-[1-(2-hydroxyethyl)azetidin-3-yl]benzonitrile NC=1C2=C(N=CN1)N(C=C2C)C(C)C2=C(C(=C(C#N)C(=C2)Cl)C2CN(C2)CCO)OCC